FC(C1=CC=C(CN2C=CC3=C(C=CC(=C23)C(=O)NC23CC(C2)(C3)CC(=O)O)F)C=C1)F 2-(3-(1-(4-(difluoromethyl)benzyl)-4-fluoro-1H-indole-7-carboxamido)bicyclo[1.1.1]pentan-1-yl)acetic acid